O1C(=CC2=C1C=CC=C2)C(=O)C2=CC=C(C=C2)F benzofuran-2-yl(4-fluorophenyl)methanone